[I-].C(C)(C)C1=C(OC(=O)OC[N+]2=CC(=CC=C2)C(NC)=O)C(=CC=C1)C(C)C 1-(((2,6-diisopropylphenoxy)carbonyloxy)methyl)-3-(methylcarbamoyl)pyridinium iodide